2-(4,4-Difluoropiperidin-1-yl)-N-((2-(2,2,2-trifluoroethoxy)pyridin-4-yl)methyl)acetamide FC1(CCN(CC1)CC(=O)NCC1=CC(=NC=C1)OCC(F)(F)F)F